C(C)(=O)OC1C=CC(COC(CCCCC1(C)O)=O)C 7-hydroxy-3,7-dimethyl-12-oxooxacyclododec-4-en-6-yl acetate